2-(4-(1,1-difluoropropyl)pyridin-2-yl)isoindoline-1,3-dione FC(CC)(F)C1=CC(=NC=C1)N1C(C2=CC=CC=C2C1=O)=O